N1-(6-chloro-1-(2-(difluoromethoxy)-5-(methylthio)phenyl)-1H-pyrazolo[4,3-c]pyridin-3-yl)-N3,N3-dimethylpropane-1,3-diamine ClC1=CC2=C(C=N1)C(=NN2C2=C(C=CC(=C2)SC)OC(F)F)NCCCN(C)C